Dimethyl-mercury C[Hg]C